FC(C=1N=CC2=C(N1)C=C(C=N2)CN2CC(CC2)O)F 2-(difluoromethyl)-7-((3-hydroxypyrrolidin-1-yl)methyl)pyrido[3,2-d]pyrimidin